C(C)C1=CC(=C(OCC(=O)OC)C=C1)S(NC1=NOC2=C1C(=CC(=C2)CN2N=CC(=C2)CNC(=O)OC)OC)(=O)=O methyl 2-(4-ethyl-2-(N-(4-methoxy-6-((4-(((methoxycarbonyl)amino)methyl)-1H-pyrazol-1-yl)methyl)benzo[d]isoxazol-3-yl)sulfamoyl)phenoxy)acetate